1-CHLOROOCTADECANE ClCCCCCCCCCCCCCCCCCC